5-(2,3-dimethyl-phenyl)-3-methyl-1-{2-oxo-2-[4-(2-oxo-1,2,4,5-tetrahydro-benzo[d][1,3]diazepin-3-yl)-piperidin-1-yl]-ethyl}-1H-pyrimidin-2,4-dion CC1=C(C=CC=C1C)C=1C(N(C(N(C1)CC(N1CCC(CC1)N1C(NC2=C(CC1)C=CC=C2)=O)=O)=O)C)=O